5-(5H-imidazo[5,1-a]isoindol-5-yl)-2-methyl-6,7-dihydrobenzo[d]oxazol-4(5H)-one C=1N=CN2C1C1=CC=CC=C1C2C2CCC1=C(N=C(O1)C)C2=O